CN1C(=CC(=C1C)S(=O)(=O)C=1C=C2C=NN(C2=CC1)COCC[Si](C)(C)C)C(=O)NS(=O)(=NC)C1=CC=CC=C1 1,5-dimethyl-N-(N-methyl-S-phenyl-sulfonimidoyl)-4-[1-(2-trimethylsilylethoxymethyl)indazol-5-yl]sulfonyl-pyrrole-2-carboxamide